4-methyl-2-phenylpiperidin-4-ol CC1(CC(NCC1)C1=CC=CC=C1)O